CN(C1=NN(C(C=2N1N=C(C2)C(C)C)=O)CC(=O)OCC)C ethyl 2-(7-(dimethylamino)-2-isopropyl-4-oxopyrazolo[1,5-d][1,2,4]triazin-5(4H)-yl)acetate